FC1=C(C=C(C=C1)NC(N(CCC)[C@@H](C)C1=CNC(C2=CC=CC=C12)=O)=O)C (S)-3-(4-fluoro-3-methylphenyl)-1-(1-(1-oxo-1,2-dihydroisoquinolin-4-yl)ethyl)-1-propylurea